(S)-(4-(quinolin-4-yl)piperazin-1-yl)(1-((1,3,5-trimethyl-1H-pyrazol-4-yl)sulfonyl)pyrrolidin-3-yl)methanone N1=CC=C(C2=CC=CC=C12)N1CCN(CC1)C(=O)[C@@H]1CN(CC1)S(=O)(=O)C=1C(=NN(C1C)C)C